6-(6-chloro-5-(ethylthio)pyridin-3-yl)-2-(trifluoromethyl)-[1,2,4]triazolo[1,5-a]pyrimidine ClC1=C(C=C(C=N1)C=1C=NC=2N(C1)N=C(N2)C(F)(F)F)SCC